C1(CCCC1)N1C=C(C2=CC(=CC=C12)NC(=O)C=1C=NC=NC1)C#N N-(1-cyclopentyl-3-cyano-1H-indol-5-yl)pyrimidine-5-carboxamide